2,2'-methylenebis(4-ethyl-6-t-butylphenol) C(C1=C(C(=CC(=C1)CC)C(C)(C)C)O)C1=C(C(=CC(=C1)CC)C(C)(C)C)O